4-((5-((4-([1,1'-biphenyl]-3-yl)-5-chloropyrimidin-2-yl)amino)pyridin-3-yl)amino)-4-oxobutanoic acid C1(=CC(=CC=C1)C1=NC(=NC=C1Cl)NC=1C=C(C=NC1)NC(CCC(=O)O)=O)C1=CC=CC=C1